2-(2-(cyclopropanesulfonamido)pyrimidin-4-yl)-N-(5-(6-ethoxypyrazin-2-yl)pyridin-2-yl)butanamide C1(CC1)S(=O)(=O)NC1=NC=CC(=N1)C(C(=O)NC1=NC=C(C=C1)C1=NC(=CN=C1)OCC)CC